tert-Butyl 2-((((9H-fluoren-9-yl)methoxy) carbonyl)amino)-3-(o-tolyl)propanoate C1=CC=CC=2C3=CC=CC=C3C(C12)COC(=O)NC(C(=O)OC(C)(C)C)CC1=C(C=CC=C1)C